O1C(=CC=C1)C=1C=CC(=C(C1)NC1=NC=NC2=CC(=C(C=C12)NC1CCN(CC1)CC=C)OC1COCC1)OC 1-(4-((4-((5-(furan-2-yl)-2-methoxyphenyl)amino)-7-((tetrahydrofuran-3-yl)oxy)quinazolin-6-yl)amino)piperidin-1-yl)prop-2-en